Molybdenum-disodium salt [Na].[Na].[Mo]